NC1=CC(=C2CN(C(C2=C1)=O)CC(C(=O)N)=C)C1=CC=C2C=NN(C2=C1)C 2-[[6-amino-4-(1-methylindazol-6-yl)-1-oxo-isoindolin-2-yl]methyl]prop-2-enamide